3-(5-bromo-7-fluoro-1-oxoisoindolin-2-yl)piperidine-2,6-dione BrC=1C=C2CN(C(C2=C(C1)F)=O)C1C(NC(CC1)=O)=O